tert-butyl ((1R,2R)- and (1S,2S)-2-(((1-cyclobutyl-3-methyl-1H-pyrazol-4-yl)oxy)methyl)cyclobutyl)carbamate C1(CCC1)N1N=C(C(=C1)OC[C@H]1[C@@H](CC1)NC(OC(C)(C)C)=O)C |r|